[Na].NC1=C(C=CC(=C1)N)S(=O)(=O)O 2,4-diaminobenzenesulfonic acid sodium